N-(3-(chloromethyl)-1,2,4-thiadiazol-5-yl)-2-methyl-5-(3-(trifluoromethoxy)phenyl)furan-3-carboxamide ClCC1=NSC(=N1)NC(=O)C1=C(OC(=C1)C1=CC(=CC=C1)OC(F)(F)F)C